1-((1r,3r)-1-methyl-3-((5-(pyrazolo[1,5-a]pyridin-5-yl)-7H-pyrrolo[2,3-d]pyrimidin-2-yl)amino)cyclobutyl)pyrrolidin-2-one CC1(CC(C1)NC=1N=CC2=C(N1)NC=C2C2=CC=1N(C=C2)N=CC1)N1C(CCC1)=O